(1R,2R)-1-(2,3-dihydrobenzo[b][1,4]dioxin-6-yl)-2-octanamido-3-(pyrrolidin-1-yl)propyl (tert-butoxycarbonyl)-D-valinate C(C)(C)(C)OC(=O)N[C@H](C(C)C)C(=O)O[C@@H]([C@@H](CN1CCCC1)NC(CCCCCCC)=O)C1=CC2=C(OCCO2)C=C1